ClC1=CC=C(C=C1)C=1C(=NC2=CC=CC=C2N1)C=1C(=C(C=2C(=NC=CN2)N1)C)C1=CC=CC=C1 6-(3-(4-chlorophenyl)quinoxalin-2-yl)-8-methyl-7-phenylpyrido[2,3-b]pyrazine